C(C)(C)C1=C(C=C(C=C1)C)N1/C(/SCC1=O)=N/C(OCC(C1=CC=C(C=C1)C1=NN(C=N1)C1=CC=C(C=C1)OC(F)(F)F)F)=O 2-fluoro-2-(4-(1-(4-(trifluoromethoxy)phenyl)-1H-1,2,4-triazol-3-yl)phenyl)ethyl (Z)-(3-(2-isopropyl-5-methylphenyl)-4-oxothiazolidin-2-ylidene)carbamate